4-(4-((1R,5S)-3,8-diazabicyclo[3.2.1]octan-8-yl)-2-(pyridin-3-ylamino)quinazolin-7-yl)naphthalen-2-ol [C@H]12CNC[C@H](CC1)N2C2=NC(=NC1=CC(=CC=C21)C2=CC(=CC1=CC=CC=C21)O)NC=2C=NC=CC2